FC=1C=CC2=C(N=C(S2)C2CCN(CC2)C2=CC(N(C3=CC=CC=C23)C)=O)C1 4-[4-(5-fluoro-1,3-benzothiazol-2-yl)piperidin-1-yl]-1-methyl-2-oxo-1,2-dihydroquinoline